NCCN1C(=NC2=CC(=CC=C2C1=O)C=1C=C(C(=O)NCC2=CC=3N(C=C2)C=CN3)C=CC1S(=O)(=O)CC1=NN(C=C1)C)C 3-(3-(2-aminoethyl)-2-methyl-4-OxO-3,4-dihydroquinazolin-7-yl)-N-(imidazo[1,2-a]pyridin-7-ylmethyl)-4-(((1-methyl-1H-pyrazol-3-yl)methyl)sulfonyl)benzamide